3-(4-chloro-2-methylphenoxy)-N-(3-sulfamoylphenyl)quinoxaline-2-carboxamide tri-tert-butyl-3,3',3''-(((3S,4r,5R)-1-((benzyloxy)carbonyl)piperidine-3,4,5-triyl)tris(oxy))tripropionate C(C)(C)(C)OC(CCO[C@H]1C([C@H](CN(C1)C(=O)OCC1=CC=CC=C1)OCCC(=O)OC(C)(C)C)OCCC(=O)OC(C)(C)C)=O.ClC1=CC(=C(OC=2C(=NC3=CC=CC=C3N2)C(=O)NC2=CC(=CC=C2)S(N)(=O)=O)C=C1)C